OC1CC(C1)NC(=O)C=1C=NN2C1N=C(C=C2NC)NC=2C(=NC=CC2)OC([2H])([2H])[2H] N-((1r,3r)-3-hydroxycyclobutyl)-5-((2-(methoxy-d3)pyridin-3-yl)amino)-7-(methylamino)pyrazolo[1,5-a]pyrimidine-3-carboxamide